5-((S)-3-(((1-(4-(4-chloro-1,2-bis(4-hydroxyphenyl)but-1-en-1-yl)phenyl)piperidin-4-yl)methyl)amino)piperidin-1-yl)-2-(2,6-dioxopiperidin-3-yl)isoindoline-1,3-dione ClCCC(=C(C1=CC=C(C=C1)O)C1=CC=C(C=C1)N1CCC(CC1)CN[C@@H]1CN(CCC1)C=1C=C2C(N(C(C2=CC1)=O)C1C(NC(CC1)=O)=O)=O)C1=CC=C(C=C1)O